(4-((7,9-difluoro-2-isopropyl-5H-pyrimido[5,4-b]indol-5-yl)methyl)benzyl)phosphonic acid FC=1C=C(C=2C3=C(N(C2C1)CC1=CC=C(CP(O)(O)=O)C=C1)C=NC(=N3)C(C)C)F